methyl-hexahydrophthalic acid mono(methyl) ester COC(C1(C(C(=O)O)CCCC1)C)=O